((2R,3S,4R,5S)-5-(4-aminopyrrolo[2,1-f][1,2,4]triazin-7-yl)-2-cyano-3,4-dihydroxytetrahydrofuran-2-yl)methyl isopropyl carbonate C(OC[C@]1(O[C@H]([C@@H]([C@@H]1O)O)C1=CC=C2C(=NC=NN21)N)C#N)(OC(C)C)=O